FC1=C(C=C(NC2=NC=C(C(=N2)N[C@H](CO)C2=CC=CC=C2)C(=O)OCC)C=C1)C1=CC=CC=C1 ethyl 2-(4-fluoro-3-phenyl-anilino)-4-[[(1S)-2-hydroxy-1-phenyl-ethyl]amino]pyrimidine-5-carboxylate